dimethylsilylene-bis(4,7-dimethylinden-1-yl)hafnium C[Si](=[Hf](C1C=CC2=C(C=CC(=C12)C)C)C1C=CC2=C(C=CC(=C12)C)C)C